ONC(=N)C1=C(C=CC=C1)C N-hydroxy-2-methylbenzene-1-carboximidamide